C(#N)C(CC(CCN)N)C#N dicyanoethyl-1,3-propanediamine